3-(bromomethyl)-5-chlorobenzonitrile BrCC=1C=C(C#N)C=C(C1)Cl